5-(5-cyano-6-((2-hydroxyethyl)(methyl)amino)pyridin-3-yl)-N-cyclopropyl-2-fluoro-4-methylbenzamide C(#N)C=1C=C(C=NC1N(C)CCO)C=1C(=CC(=C(C(=O)NC2CC2)C1)F)C